C(#N)C=1C=NN2C1C(=CC(=C2)C=2C(=NN(C2)C2CCC(CC2)NC(C)=O)C)SC2=C(C=CC=C2)C#N N-((1s,4s)-4-(4-(3-cyano-4-((2-cyanophenyl)thio)pyrazolo[1,5-a]pyridin-6-yl)-3-methyl-1H-pyrazol-1-yl)cyclohexyl)acetamide